2-(4-chloro-3-fluorophenoxy)-N-[(2S)-2-hydroxy-4-(methylamino)bicyclo[2.2.2]octan-1-yl]acetamide ClC1=C(C=C(OCC(=O)NC23[C@H](CC(CC2)(CC3)NC)O)C=C1)F